CN(S(=O)(=O)CCNCCCNC(OC1=C2C=CC=CC2=C(C2=C1OC(=C2)C(C)=O)O)=O)C 2-acetyl-4-hydroxynaphtho[2,3-b]furan-9-yl (3-((2-(N,N-dimethylsulfamoyl)ethyl)amino)propyl)carbamate